5-(4-cyclohexylpiperazin-1-yl)thiazole-2-amine C1(CCCCC1)N1CCN(CC1)C1=CN=C(S1)N